[Na+].S(=O)(=O)([O-])OCCCCCCCCCCC(C)C isotridecyl alcohol sulfate sodium salt